4-(1-methyl-2,3-dioxo-2,3-dihydropyrido[2,3-b]pyrazin-4(1H)-yl)piperidin CN1C2=C(N(C(C1=O)=O)C1CCNCC1)N=CC=C2